FC=1C(=NC(=NC1)N1CCC(CC1)C(=O)N1OCC[C@H]1C1=NC=CN=C1)C#N 5-Fluoro-2-[4-[(3S)-3-pyrazin-2-ylisoxazolidine-2-carbonyl]-1-piperidyl]pyrimidine-4-carbonitrile